N-(4-(2-(((1r,4r)-4-(dimethyl-amino)cyclohexyl)amino)-8-ethylpyrido[3,2-d]pyrimidin-6-yl)-2-fluoro-phenyl)-1-phenylmethanesulfonamide CN(C1CCC(CC1)NC=1N=CC2=C(N1)C(=CC(=N2)C2=CC(=C(C=C2)NS(=O)(=O)CC2=CC=CC=C2)F)CC)C